C1(CCCCC1)NC=1C2=C(N=C(N1)NC1=C(C=C(C(=C1)F)C=1C(=NOC1C)C)OC)NC=C2C#N 4-(cyclohexylamino)-2-((4-(3,5-dimethylisoxazol-4-yl)-5-fluoro-2-methoxyphenyl)amino)-7H-pyrrolo[2,3-d]pyrimidine-5-carbonitrile